5-[(6-bromo-2-pyridyl)oxy]pentan-1-ol BrC1=CC=CC(=N1)OCCCCCO